benzyl-isothiazolin C(C1=CC=CC=C1)C1=NSCC1